(S)-(1-((1H-1,2,4-triazol-3-yl)sulfonyl)pyrrolidine-3-yl)(4-(7-fluoroquinolin-4-yl)piperazin-1-yl)methanone N1N=C(N=C1)S(=O)(=O)N1C[C@H](CC1)C(=O)N1CCN(CC1)C1=CC=NC2=CC(=CC=C12)F